2-(aminomethyl)naphthalene hydrobromide Br.NCC1=CC2=CC=CC=C2C=C1